ClC1=C(C=C(C=C1)[N+](=O)[O-])C=1SC(=CN1)C1=CC=C(C=C1)C(F)(F)F 2-(2-chloro-5-nitrophenyl)-5-(4-(trifluoromethyl)phenyl)thiazole